FC=1C=C(C=C(C1)C(=O)N)C(F)(F)F 5-fluoro-3-(trifluoromethyl)benzene-1-carboxamide